FC1=CC=C2CN(C(C2=C1I)=O)CC1=CC=C(C=C1)OC 6-fluoro-7-iodo-2-(4-methoxybenzyl)isoindolin-1-one